C(#CCCCC)N1[C@@H](CC(C1)O)CO N-(hexynyl)-4-hydroxyprolinol